monobutyltin tricaprylate C(CCCCCCC)(=O)[O-].C(CCCCCCC)(=O)[O-].C(CCCCCCC)(=O)[O-].C(CCC)[Sn+3]